3',6'-bis(phenylamino)spiro[isoindolin-1,9'-xanthen]-3-one C1(=CC=CC=C1)NC=1C=CC=2C3(C4=CC=C(C=C4OC2C1)NC1=CC=CC=C1)NC(C1=CC=CC=C13)=O